Lithium-Sulfid [S-2].[Li+].[Li+]